2,2'-(4-(1-carboxymethyl)-10-((6-chloropyridin-2-yl)methyl)-1,4,7,10-tetraazacyclododecane-1,7-diyl)diacetic acid C(=O)(O)CN1CCN(CCN(CCN(CC1)CC(=O)O)CC1=NC(=CC=C1)Cl)CC(=O)O